O=C1CCOC2(C1)CCN(CC2)C(=O)OC(C)(C)C tert-Butyl 4-oxo-1-oxa-9-aza-9-spiro[5.5]undecane-carboxylate